CC(C)([Si](OCCOCCOCCOCCOCCC(=O)O)(C1=CC=CC=C1)C1=CC=CC=C1)C 2,2-dimethyl-3,3-diphenyl-4,7,10,13,16-pentaoxa-3-silanonadecane-19-oic acid